Cl.NCC1=CN=C(S1)C1=CC=C(OCCCN(CC(F)(F)F)C)C=C1 3-(4-(5-(aminomethyl)thiazol-2-yl)phenoxy)-N-methyl-N-(2,2,2-trifluoroethyl)propan-1-amine hydrochloride